(2-nitro-p-phenylene)bis(3,1-benzoxazin-4-one) [N+](=O)([O-])C1=C(C=CC(=C1)C1=NC2=C(C(O1)=O)C=CC=C2)C2=NC1=C(C(O2)=O)C=CC=C1